(R)-6-chloro-3-((1-(3,6-dimethyl-2-(1-(1-methyl-1H-pyrazol-3-yl)-2-oxo-1,2-dihydropyridin-4-yl)-4-oxo-3,4-dihydroquinazolin-8-yl)ethyl)amino)-N-(methylsulfonyl)picolinamide ClC1=CC=C(C(=N1)C(=O)NS(=O)(=O)C)N[C@H](C)C=1C=C(C=C2C(N(C(=NC12)C1=CC(N(C=C1)C1=NN(C=C1)C)=O)C)=O)C